6-(1,1,3,3-tetramethylbutyl)amino-1,3,5-triazine CC(CC(C)(C)C)(C)NC1=NC=NC=N1